CN1N=CC(=C1)C=1C=C(C=2N(C1)N=CC2C2=CC=C(C=C2)CC(=O)NC2=NOC(=C2)C)C2=NC=CN=C2 2-(4-(6-(1-methyl-1H-pyrazol-4-yl)-4-(pyrazin-2-yl)pyrazolo[1,5-a]pyridin-3-yl)phenyl)-N-(5-methylisoxazol-3-yl)acetamide